C(C)S(=O)(=O)C1=CC=C(COC2=C(OC=CC2=O)CN2CC3=CC=CC=C3C2)C=C1 (4-(Ethylsulfonyl)benzyloxy)-2-(isoindolin-2-ylmethyl)-4H-pyran-4-one